2,6-Difluoro-nicotinaldehyde FC1=C(C=O)C=CC(=N1)F